O(CCCCC(C(=O)O)(C)C1=CC=C(C=C1)C)CCCCC(C(=O)O)(C1=CC=C(C=C1)C)C 6,6'-Oxybis(2-methyl-2-(p-tolyl)hexanoic acid)